(R)-5-(3-bromo-5-chlorophenyl)piperazin-2-one BrC=1C=C(C=C(C1)Cl)[C@H]1NCC(NC1)=O